1-Butyl-3-methylimidazolium butyrat C(CCC)(=O)[O-].C(CCC)N1C=[N+](C=C1)C